CC=1C=C(C=CC1NC(C1=C(C=CC=C1)C)=O)S(=O)(=O)N[C@H](C)C1CCN(CC1)CC(=O)OC methyl (R)-2-(4-(1-((3-methyl-4-(2-methylbenzamido)phenyl)sulfonamido)ethyl)piperidin-1-yl)acetate